3-(trifluoromethyl)-2,5-dihydropyrrole-1-carboxamide FC(C=1CN(CC1)C(=O)N)(F)F